ClC=1C=C(C(=O)NC2CC23CCN(CC3)CCCC3=CC=CC=C3)C=C(C1)Cl 3,5-Dichloro-N-(6-(3-phenylpropyl)-6-azaspiro[2.5]octan-1-yl)benzamide